2-(4-Cyclopropyl-phenyl)-cyclopropylamine C1(CC1)C1=CC=C(C=C1)C1C(C1)N